4-[1-(3,4-dimethylphenyl)-8-methoxy-pyrazolo[4,3-c]quinolin-3-yl]-2-methoxy-phenol CC=1C=C(C=CC1C)N1N=C(C=2C=NC=3C=CC(=CC3C21)OC)C2=CC(=C(C=C2)O)OC